(S)-1-(6,6-difluorospiro[3.3]hept-2-yl)-3-(isoquinolin-4-yl)-2-oxoimidazoline-4-carbonitrile FC1(CC2(CC(C2)N2C(N([C@@H](C2)C#N)C2=CN=CC3=CC=CC=C23)=O)C1)F